N1N=C(C=2C1=NC=CC2)C2=C1CCN(C1=CC=C2)C(=O)[C@H]2N(CCC2)C#N (S)-2-(4-(1H-pyrazolo[3,4-b]pyridin-3-yl)indoline-1-carbonyl)pyrrolidine-1-carbonitrile